tert-butyl 3-[[7-(diethylaminomethyl)-6,8-dimethyl-2-oxo-1H-quinolin-3-yl]methylamino]pyrrolidine-1-carboxylate C(C)N(CC)CC1=C(C=C2C=C(C(NC2=C1C)=O)CNC1CN(CC1)C(=O)OC(C)(C)C)C